(+)-4-(4-{[2-(1,3-Dimethyl-1H-pyrazol-4-yl)pyrrolidin-1-yl]methyl}phenoxy)-2-hydroxybenzamid CN1N=C(C(=C1)C1N(CCC1)CC1=CC=C(OC2=CC(=C(C(=O)N)C=C2)O)C=C1)C